BrC=1C=C(C=CC1)C(C(=O)OC)(CCCOC(C)(C=C)C)C methyl 2-(3-bromophenyl)-2-methyl-5-((2-methylbut-3-en-2-yl)oxy)pentanoate